C(#N)CCN(C(C1=C(C=C(C=C1)C1=NC=CC2=C1N=C(N2CC(F)F)C(F)(F)F)F)=O)C N-(2-cyanoethyl)-4-(1-(2,2-difluoroethyl)-2-(trifluoromethyl)-1H-imidazo[4,5-c]pyridin-4-yl)-2-fluoro-N-methylbenzamide